(4-(3-methoxyoxetan-3-yl)phenyl)(4-(5-(trifluoromethyl)pyridin-2-yl)piperidin-1-yl)methanone COC1(COC1)C1=CC=C(C=C1)C(=O)N1CCC(CC1)C1=NC=C(C=C1)C(F)(F)F